N1=C(C=CC=C1)C1=NN(C=C1)C1=C(C#N)C=CC=C1 (3-pyridin-2-yl-1H-pyrazol-1-yl)benzonitrile